(R)-2-(1-(6-(5-(((5-cyclopropyl-1,2,4-oxadiazol-3-yl)amino)methyl)-1-methyl-1H-1,2,3-triazol-4-yl)-2-ethylpyridin-3-yl)-5,5-difluoropiperidin-3-yl)acetic acid C1(CC1)C1=NC(=NO1)NCC1=C(N=NN1C)C1=CC=C(C(=N1)CC)N1C[C@@H](CC(C1)(F)F)CC(=O)O